NC1=C(C(=O)OC)C(=C(C=C1F)F)OCC1=CC=CC=C1 methyl 2-amino-6-(benzyloxy)-3,5-difluorobenzoate